4-((3-bromo-2,4-difluorophenyl)amino)-N-(6-((1,2,3,4-tetrahydroacridin-9-yl)amino)hexyl)quinazolin-7-carboxamide BrC=1C(=C(C=CC1F)NC1=NC=NC2=CC(=CC=C12)C(=O)NCCCCCCNC=1C2=CC=CC=C2N=C2CCCCC12)F